C(O)C(C(=O)O)(C)CO 2,2-bis(methylol)propionic acid